N-(Dimethoxymethyl)-N-methyl-1-phenylpropan-2-amine COC(N(C(CC1=CC=CC=C1)C)C)OC